((R)-1-(((2R,3S,4R,5R)-5-(6-chloro-4-(cyclopentylamino)-1H-pyrazolo[3,4-d]pyrimidin-1-yl)-3,4-dihydroxytetrahydrofuran-2-yl)methoxy)-2-hydroxyethyl)phosphonic acid ClC1=NC(=C2C(=N1)N(N=C2)[C@H]2[C@@H]([C@@H]([C@H](O2)CO[C@@H](CO)P(O)(O)=O)O)O)NC2CCCC2